2-fluoro-5-(5-((((1aR,6bR)-5-fluoro-1a,6b-dihydro-1H-cyclopropa[b]benzofuran-6-yl)methyl)amino)-[1,2,4]triazolo[4,3-c]pyrimidin-8-yl)benzo[b]thiophene 1,1-dioxide FC1=CC2=C(S1(=O)=O)C=CC(=C2)C=2C=1N(C(=NC2)NCC2=C(C=CC3=C2[C@@H]2[C@H](O3)C2)F)C=NN1